C(#N)C1=CN(C2=NC(=CC(=C21)C2=C(C(=CC=C2C)O)C)C(=O)N)C 3-cyano-4-(3-hydroxy-2,6-dimethylphenyl)-1-methyl-pyrrolo[2,3-b]pyridine-6-carboxamide